BrC=1C=C(CC2C(NC(N(C2=O)C2=CC=C(C=C2)OC)=O)=O)C=CC1O 5-(3-Bromo-4-hydroxybenzyl)-1-(4-methoxyphenyl)pyrimidine-2,4,6(1H,3H,5H)-trione